N-(2-(2-((6-(4-methylpiperazin-1-yl)pyridin-3-yl)amino)quinazolin-8-yl)pyridin-4-yl)acrylamide CN1CCN(CC1)C1=CC=C(C=N1)NC1=NC2=C(C=CC=C2C=N1)C1=NC=CC(=C1)NC(C=C)=O